BrC1=CC(=CC2=CC=CC=C12)C(F)F 1-bromo-3-(difluoromethyl)naphthalene